OCC(\C=C\C1=CC=C(C=C1)\C=C\C(=O)C1=CC=C(C=C1)NC1CCN(CC1)C)=O (E)-1-Hydroxy-4-[4-[(E)-3-[4-[(1-methylpiperidin-4-yl)amino]phenyl]-3-oxoprop-1-enyl]phenyl]but-3-en-2-one